4-(2,2-dimethylpropyl-1,1-d2)-2-(phenanthro[3,2-b]benzofuran-11-yl)pyridine-6-d CC(C([2H])([2H])C1=CC(=NC(=C1)[2H])C1=CC=CC=2C3=C(OC21)C=C2C1=CC=CC=C1C=CC2=C3)(C)C